C(C)OC(=O)C=1C(=NN(C1)C1=NC=CC(=C1)CC1=CC(=CC(=C1)F)C(F)F)C 1-(4-(3-(difluoromethyl)-5-fluorobenzyl)pyridin-2-yl)-3-methyl-1H-pyrazole-4-carboxylic acid ethyl ester